3-phenyl-1,2,3,4-tetrahydroquinoline C1(=CC=CC=C1)C1CNC2=CC=CC=C2C1